O1N=NS(=O)(=O)S(=O)(=O)N=N1 ketodiazo disulfone